N-(2-bromoacetyl)-N'-Boc-ethylenediamine BrCC(=O)NCCNC(=O)OC(C)(C)C